5-Chloro-2-(1,2,3,6-tetrahydropyridin-4-yl)pyridin-3-yl 3-[4-(2-aminothiazol-4-yl)-1H-1,2,3-triazol-1-yl]-3-deoxy-2-O-methyl-1-thio-α-D-galactopyranoside NC=1SC=C(N1)C=1N=NN(C1)[C@@H]1[C@H]([C@@H](SC=2C(=NC=C(C2)Cl)C=2CCNCC2)O[C@@H]([C@@H]1O)CO)OC